4-((17-amino-3,6,9,12,15-pentaoxaheptadecyl)amino)-2-methyl-N-(p-tolyl)benzamide NCCOCCOCCOCCOCCOCCNC1=CC(=C(C(=O)NC2=CC=C(C=C2)C)C=C1)C